C(C)OC(=O)C1(CCN(CC1)C1=NC(=CN=C1C1=CC=C(C=C1)OC)CCCC)F 1-(6-butyl-3-(4-methoxyphenyl)pyrazin-2-yl)-4-fluoro-piperidine-4-carboxylic acid ethyl ester